3,4-difluoro-2-(2-fluoro-4-iodoanilino)-5-[(E)-[(4-methylphenyl)sulfonylhydrazono]methyl]benzamide FC=1C(=C(C(=O)N)C=C(C1F)/C=N/NS(=O)(=O)C1=CC=C(C=C1)C)NC1=C(C=C(C=C1)I)F